4-[5-(cyclobutylamino)-6-[(3-methyltetrahydrofuran-3-yl)amino]-2-pyridyl]-N,N-dimethyl-benzamide C1(CCC1)NC=1C=CC(=NC1NC1(COCC1)C)C1=CC=C(C(=O)N(C)C)C=C1